FC=1C(=NC2=CC=CC=C2C1)C#N 3-fluoroquinoline-2-carbonitrile